C1(=CC=CC=C1)N1C=2C=CC=CC2C=2C1=C1NC3=CC=CC=C3C1=C1C2OC2=C1C=CC=C2 6-phenyl-5,6-dihydrobenzofuro[2,3-c]indolo[2,3-a]carbazole